Methyl 4-amino-7-fluoropyrrolo[1,2-a]quinoxaline-8-carboxylate NC=1C=2N(C3=CC(=C(C=C3N1)F)C(=O)OC)C=CC2